FC1(CCC2=C1N=C(N=C2C2=CC=C(C=C2)C2(CS(C2)(=O)=O)NC)N2[C@H]([C@@H](C2)F)C)F 3-(4-(7,7-difluoro-2-((2S,3R)-3-fluoro-2-methylazetidin-1-yl)-6,7-dihydro-5H-cyclopenta[d]pyrimidin-4-yl)phenyl)-3-(methylamino)thietane 1,1-dioxide